C1(CC1)CN[C@H]1CN(CC1)C1=CC=C(N=N1)C1=C(C=C(C=C1)C1=CN=C(S1)C)O 2-{6-[(3R)-3-[(cyclopropylmethyl)amino]pyrrolidin-1-yl]pyridazin-3-yl}-5-(2-methyl-1,3-thiazol-5-yl)phenol